9H-purine-2,6-diamine N1=C(N=C2NC=NC2=C1N)N